FC1N(S(C2=C(C1)C=CC=C2)(=O)=O)C fluoro-2-methyl-3,4-dihydro-2H-1λ6,2-benzothiazine-1,1-dione